NC1=C(C(=NC(=N1)N1CCC2(CC1)C(C1=C(C=NC=C1)C2)=O)C#N)Br 6-Amino-5-bromo-2-(5-oxo-5,7-dihydrospiro[cyclopenta[c]pyridin-6,4'-piperidin]-1'-yl)pyrimidine-4-carbonitrile